O1C(CCCC1)ON=C(C(=O)N)C 2-(((tetrahydro-2H-pyran-2-yl)oxy)imino)propionamide